N1(CCC1)C1=CN(C=2N=CN=C(C21)N2C[C@H](N(CC2)C(=O)OC(C)(C)C)C)C2=NC=CC(=C2)Cl tert-Butyl (R)-4-(5-(azetidin-1-yl)-7-(4-chloropyridin-2-yl)-7H-pyrrolo[2,3-d]pyrimidin-4-yl)-2-methylpiperazine-1-carboxylate